ClC=1C(N(C(=CC1OCC1=C(CNC(=O)NC(C)C)C=C(C=C1)F)C)C1=C(C=CC=C1F)F)=O 1-(2-((3-chloro-1-(2,6-difluorophenyl)-1,2-dihydro-6-methyl-2-oxopyridin-4-yloxy)methyl)-5-fluorobenzyl)-3-isopropylurea